F[C@H]1C[C@H](N(C1)C(CN1C[C@H](CC1)NC1=C2C=CC=NC2=C(C=C1)C(F)(F)F)=O)C#N (2S,4S)-4-fluoro-1-[2-[(3S)-3-[[8-(trifluoromethyl)-5-quinolyl]amino]pyrrolidin-1-yl]acetyl]pyrrolidine-2-carbonitrile